C(#N)C1=CC=C(C=C1)C1=CC(=NN1C1=CC=C(C=C1)C)C(=O)N1C[C@H](CC1)NC(OC(C)(C)C)=O tert-butyl (S)-(1-(5-(4-cyanophenyl)-1-(p-tolyl)-1H-pyrazole-3-carbonyl)pyrrolidine-3-yl)carbamate